ClC=1C=C(C(=NC1)OC)S(=O)(=O)NC=1C(=C(C(=CC1)F)C1=CC=2N(C=C1)C(=NC2)C(=O)NC)F 7-[3-(5-chloro-2-methoxypyridine-3-sulfonamido)-2,6-difluorophenyl]-N-methylimidazo[1,5-a]pyridine-3-carboxamide